C(C)(C)(C)OC(C=CCCC(C=CC1=CC=C(C=C1)CO)C)=O 8-(4-(hydroxymethyl)phenyl)-6-methyloctan-2,7-dienoic acid tert-butyl ester